Cl.FC(OC1=NC(=C(C2=C1CNC2)C)C)F 4-(difluoromethoxy)-6,7-dimethyl-2,3-dihydro-1H-pyrrolo[3,4-c]pyridine, hydrochloride